endo-7-hydroxy-3-oxa-9-azabicyclo[3.3.1]nonane hydrochloride C1[C@@H]2COC[C@@H](N2)CC1O.Cl